tert-butyl (1-(4-((3-chloro-2-fluorophenyl)amino)pyrido[3,2-d]pyrimidin-6-yl)pyrrolidin-3-yl)(methyl)carbamate ClC=1C(=C(C=CC1)NC=1C2=C(N=CN1)C=CC(=N2)N2CC(CC2)N(C(OC(C)(C)C)=O)C)F